C(C)(C)C1=NC(=CC(=C1NC(=O)N=S(=O)(N)C=1C=NN2C1OCC(C2)(C)C)C(C)C)OC N'-((2,4-diisopropyl-6-methoxypyridin-3-yl)carbamoyl)-6,6-dimethyl-6,7-dihydro-5H-pyrazolo[5,1-b][1,3]oxazine-3-sulfonimidamide